3-[4-[5-bromo-2-(8-chloro-4-oxo-chromen-2-yl)phenoxy]-1-piperidinyl]cyclobutanecarboxylic acid BrC=1C=CC(=C(OC2CCN(CC2)C2CC(C2)C(=O)O)C1)C=1OC2=C(C=CC=C2C(C1)=O)Cl